C(C)(C)(CC)[Sn](N(C)C)(N(C)C)N(C)C t-pentyltris(dimethylamino)tin